2-methyl-phenyl-2H-benzotriazole CC1=C(C=CC=C1)N1N=C2C(=N1)C=CC=C2